2-(4-(allyloxy)phenyl)-7-bromo-9,9-dioctadecyl-9H-fluorene C(C=C)OC1=CC=C(C=C1)C1=CC=2C(C3=CC(=CC=C3C2C=C1)Br)(CCCCCCCCCCCCCCCCCC)CCCCCCCCCCCCCCCCCC